N-(3-chloro-4-fluorophenyl)-6-(1-methyl-1H-pyrazol-4-yl)-2-(3-methyl-[1,2,4]triazolo[4,3-a]pyridin-6-yl)imidazo[1,2-a]pyrazin-3-amine ClC=1C=C(C=CC1F)NC1=C(N=C2N1C=C(N=C2)C=2C=NN(C2)C)C=2C=CC=1N(C2)C(=NN1)C